S(=O)(=O)(C1=CC=C(C)C=C1)OCCCOCCCCOCC(=O)OC(C)(C)C tert-butyl 2-(4-(3-(tosyloxy)propoxy)butoxy)acetate